1-phenyl-1,2-propylene oxide C1(=CC=CC=C1)C1C(C)O1